4-cyclopropyl-6-[[(3R)-1-ethyl-3-piperidinyl]amino]-3-[2-hydroxy-4-(trifluoromethyl)phenyl]-1,2,4-triazin-5-one C1(CC1)N1C(=NN=C(C1=O)N[C@H]1CN(CCC1)CC)C1=C(C=C(C=C1)C(F)(F)F)O